ClC1=NC=C(C(=N1)C=1N=C(NC1)C(=O)OC)C methyl 4-(2-chloro-5-methylpyrimidin-4-yl)-1H-imidazole-2-carboxylate